tert-butyl (2S,4R)-4-[tert-butyl(dimethyl)silyl]oxy-2-[(6-chloropyrazolo[3,4-d]pyrimidin-1-yl)methyl]pyrrolidine-1-carboxylate [Si](C)(C)(C(C)(C)C)O[C@@H]1C[C@H](N(C1)C(=O)OC(C)(C)C)CN1N=CC=2C1=NC(=NC2)Cl